4-((2,4-dichloro-5-methoxyphenyl)amino)-7-(3-(4-(3-(2,6-dioxopiperidin-3-yl)benzyl)piperazin-1-yl)propoxy)-6-methoxyquinoline-3-carbonitrile ClC1=C(C=C(C(=C1)Cl)OC)NC1=C(C=NC2=CC(=C(C=C12)OC)OCCCN1CCN(CC1)CC1=CC(=CC=C1)C1C(NC(CC1)=O)=O)C#N